CN(C/C=C/C(=O)N1C(C=2N(CC1)N=C(C2C2=C1C(=NC=C2)NC=C1)C1=CC=C(C=C1)F)C)C (E)-4-(dimethylamino)-1-(2-(4-fluorophenyl)-4-methyl-3-(1H-pyrrolo[2,3-b]pyridin-4-yl)-6,7-dihydropyrazolo[1,5-a]pyrazin-5(4H)-yl)but-2-en-1-one